tert-butyl 4-[6-(trifluoromethylsulfonyloxy)pyrazolo[1,5-a]pyridin-3-yl]piperidine-1-carboxylate FC(S(=O)(=O)OC=1C=CC=2N(C1)N=CC2C2CCN(CC2)C(=O)OC(C)(C)C)(F)F